6-chloro-3-cyclobutyl-N-(2-pyridylmethyl)-[1,2,4]triazolo[4,3-b]pyridazin-8-amine ClC=1C=C(C=2N(N1)C(=NN2)C2CCC2)NCC2=NC=CC=C2